BrC=1C=NC=C(C1N([C@H](C)C(=O)O)C)[N+](=O)[O-] (3-bromo-5-nitropyridin-4-yl)-N-methyl-D-alanine